[Cl-].[Cl-].C[SiH](C)[Hf+2](C1C(=C(C2=CC=CC=C12)CCC)C)C1C(=C(C2=CC=CC=C12)CCC)C rac-dimethylsilylbis(2-methyl-3-propylindenyl)hafnium dichloride